FC1=CC=C(C=C1)N1N=C2C(N=CC=C2C2=CC(=C(C(=O)O)C=C2)OC)=C1 4-(2-(4-Fluorophenyl)-2H-pyrazolo[4,3-b]pyridin-7-yl)-2-methoxybenzoic Acid